FC1=C(C(=CC=C1)OC)C1=CC(=NC=C1C(=O)NC=1SC(=NN1)OCC1=NC=C(C=C1)[S@](=O)(=N)C)C 4-(2-fluoro-6-methoxyphenyl)-6-methyl-N-(5-((5-((S)-S-methylsulfonimidoyl)pyridin-2-yl)methoxy)-1,3,4-thiadiazol-2-yl)nicotinamide